2-(4-((3-isopropyl-1H-indol-5-yl)methyl)-3,5-dimethylphenyl)-3,5-dioxo-2,3,4,5-tetrahydro-1,2,4-triazine-6-carbonitrile C(C)(C)C1=CNC2=CC=C(C=C12)CC1=C(C=C(C=C1C)N1N=C(C(NC1=O)=O)C#N)C